5-(4-(Hexyloxy)-1,2,5-thiadiazol-3-yl)-1-methyl-1-((5-methyl-2-oxo-1,3-dioxol-4-yl)methyl)-1,2,3,6-tetrahydropyridin-1-ium iodide [I-].C(CCCCC)OC=1C(=NSN1)C1=CCC[N+](C1)(CC=1OC(OC1C)=O)C